2-amino-1-(3-hydroxy-2,6-dimethylphenyl)-N-((1-(2-hydroxyethyl)-1H-pyrazol-3-yl)methyl)-5,6-dimethyl-1H-pyrrolo[2,3-b]pyridine-3-carboxamide NC1=C(C=2C(=NC(=C(C2)C)C)N1C1=C(C(=CC=C1C)O)C)C(=O)NCC1=NN(C=C1)CCO